4,4-dicyano-N-[4-(3-cyanophenyl)-5-[2-(hydroxymethyl)-6-methyl-4-pyridyl]thiazol-2-yl]piperidine-1-carboxamide C(#N)C1(CCN(CC1)C(=O)NC=1SC(=C(N1)C1=CC(=CC=C1)C#N)C1=CC(=NC(=C1)C)CO)C#N